FC1=C(C=C(C(=C1)OC)[N+](=O)[O-])C 1-fluoro-5-methoxy-2-methyl-4-nitrobenzene